3-(5-{1-[(6,7-dimethoxy-2-methylquinazolin-4-yl)amino]ethyl}thiophen-2-yl)-1,5-dimethyl-1H-pyrrole-2-carbonitrile COC=1C=C2C(=NC(=NC2=CC1OC)C)NC(C)C1=CC=C(S1)C1=C(N(C(=C1)C)C)C#N